C(CCCCCCCC)OCC(O)CO 1-Nonylglycerol